(rac)-1-((3R,4S)-3-fluoro-4-((2-(3-((2-methoxy-4-(methylsulfonyl)phenyl)amino)prop-1-yn-1-yl)-1-(2,2,2-trifluoroethyl)-1H-indol-4-yl)amino)piperidin-1-yl)-3-methoxypropan-2-ol F[C@@H]1CN(CC[C@@H]1NC1=C2C=C(N(C2=CC=C1)CC(F)(F)F)C#CCNC1=C(C=C(C=C1)S(=O)(=O)C)OC)C[C@H](COC)O |&1:39|